FC(OC=1C(=NC=CC1)CN1C(C(=CC=2C1=NC(=CN2)C)[C@H]2C[C@H](CC2)C2=C(C=CC=C2C)F)=O)F 5-((3-(difluoromethoxy)pyridin-2-yl)methyl)-7-((1R,3S)-3-(2-fluoro-6-methylphenyl)cyclopentyl)-3-methylpyrido[2,3-b]pyrazin-6(5H)-one